C(C)(=O)O[C@H]1C[C@H]2C[C@H]([C@H]3[C@@H]4CC[C@H]([C@@H](CCC(=O)OC)C)[C@]4(CC[C@@H]3[C@]2(CC1)C)C)O 24-Methyl 3a-acetoxy-7a-hydroxy-5b-cholanoate